C12CN(CC(N1)C2)C=2OC1=C(N2)C(=C(C=C1C=1SC=CN1)C(C)O)C(F)(F)F 1-(2-(3,6-diazabicyclo[3.1.1]heptan-3-yl)-7-(thiazol-2-yl)-4-(trifluoromethyl)benzo[d]oxazol-5-yl)ethan-1-ol